CC(C1=CC=C(C(C(=O)O)=C1)N)(C1=CC=C(C(C(=O)O)=C1)N)C dimethyl-5,5'-methylenebis(anthranilic acid)